(S)-7-(5-ethynyl-6-fluoroisoquinolin-4-yl)-8-fluoro-N-methyl-2-(4-methylpiperazin-1-yl)-N-(pyrrolidin-2-ylmethyl)pyrido[4,3-d]pyrimidin-4-amine C(#C)C1=C2C(=CN=CC2=CC=C1F)C1=C(C=2N=C(N=C(C2C=N1)N(C[C@H]1NCCC1)C)N1CCN(CC1)C)F